chloro-2-fluoro-N-(4-(4-((1-isopropylazetidin-3-yl)amino)-3-methyl-1H-pyrazolo[3,4-d]pyrimidin-6-yl)phenyl)benzenesulfonamide ClC=1C(=C(C=CC1)S(=O)(=O)NC1=CC=C(C=C1)C1=NC(=C2C(=N1)NN=C2C)NC2CN(C2)C(C)C)F